racemic-4-[4-[2-[[(E)-3-[2-fluoro-4-(trifluoromethyl)phenyl]prop-2-enoyl]amino]acetyl]-3-phenylpiperazin-1-yl]butanoic acid FC1=C(C=CC(=C1)C(F)(F)F)/C=C/C(=O)NCC(=O)N1[C@@H](CN(CC1)CCCC(=O)O)C1=CC=CC=C1 |r|